C1(CCCCC1)[C@@H]1C[C@H](N(C1)C(=O)C=1NC2=C(C=CC=C2C1)F)C(=O)N[C@H](C=O)C[C@H]1C(NCC1)=O (2S,4S)-4-cyclohexyl-1-(7-fluoro-1H-indole-2-carbonyl)-N-((S)-1-oxo-3-((S)-2-oxopyrrolidin-3-yl)propan-2-yl)pyrrolidine-2-carboxamide